4-epoxy-6-methylcyclohexyl-3,4-epoxy-6-methylcyclohexanecarboxylate CC1(CC2(C(CC1C(=O)[O-])O2)C21C(CCCC2)O1)C